ClC(Cl)(Cl)C1=NC(=NC(=N1)C=CC1=CC=CC=C1)C(Cl)(Cl)Cl Bis(trichloromethyl)-6-styryl-s-triazine